S1C(=NC2=C1C=CC=C2)NC(=O)C=2C=CC=C1CCN(CC21)C2=CC=C(C(=N2)C(=O)OC(C)(C)C)C2=C(C=C(OC[C@@H](CC1CCN(CC1)CC(=O)O)C)C=C2)C (R)-2-(4-(3-(4-(6-(8-(benzo[d]thiazol-2-ylcarbamoyl)-3,4-dihydroisoquinolin-2(1H)-yl)-2-(tert-butoxycarbonyl)pyridin-3-yl)-3-methylphenoxy)-2-methylpropyl)piperidin-1-yl)acetic acid